C(C)(C)(C)OC(=O)N(C1=NC=CC(=C1)C1=CC=CC(=N1)C(=O)OCC)CC(F)(F)F Ethyl 6-[2-[tert-butoxycarbonyl(2,2,2-trifluoroethyl)amino]-4-pyridyl]pyridine-2-carboxylate